C(C)(=O)OC[C@H]1[C@@H]([C@H]([C@H](C(O1)CC(=O)O)CC(=O)O)N=[N+]=[N-])CC(=O)O.C(C)(=O)O[C@H]1[C@H](O[C@@H]([C@@H]([C@H]1N=[N+]=[N-])OC(C)=O)Br)COC(C)=O (2R,3R,4S,5R,6R)-2-(Acetoxymethyl)-4-azido-6-bromotetrahydro-2H-pyran-3,5-diyl diacetate (3R,4S,5R,6R)-6-(Acetoxymethyl)-4-azidotetrahydro-2H-pyran-2,3,5-triyl-triacetate